5-bromo-3-chloro-N1-(5-(difluoromethyl)-1,3,4-thiadiazol-2-yl)benzene-1,2-diamine BrC1=CC(=C(C(=C1)NC=1SC(=NN1)C(F)F)N)Cl